tripyrrolidinophosphoric acid triamide N1(CCCC1)NP(NN1CCCC1)(NN1CCCC1)=O